C(C)C1=C2NC(C=3N(C2=C(C(=C1)C=1C=C(C=C2C(=CNC12)CCO)F)F)C(=NN3)C)(C)C 2-[7-(6-ethyl-9-fluoro-1,4,4-trimethyl-5H-[1,2,4]triazolo[4,3-a]quinoxalin-8-yl)-5-fluoro-1H-indol-3-yl]-ethanol